6-bromo-1-(4-fluorobenzyl)-2-oxo-N-(spiro[3.3]heptan-2-yl)-1,2-dihydro-1,8-naphthyridine-3-carboxamide BrC=1C=C2C=C(C(N(C2=NC1)CC1=CC=C(C=C1)F)=O)C(=O)NC1CC2(C1)CCC2